2-(1H-imidazol-1-yl)-N-[(1s,4s)-4-{[6-chloro-2-(trifluoromethyl)quinolin-4-yl]amino}cyclohexyl]acetamide N1(C=NC=C1)CC(=O)NC1CCC(CC1)NC1=CC(=NC2=CC=C(C=C12)Cl)C(F)(F)F